1-cyclopropyl-6-oxo-1,6-dihydropyridine-3-boronic acid pinacol ester C1(CC1)N1C=C(C=CC1=O)B1OC(C)(C)C(C)(C)O1